2-[(4-Chlorophenyl)(cyclopentyl)methyl]-2,7-diazaspiro[3.5]nonane hydrochloride Cl.ClC1=CC=C(C=C1)C(N1CC2(C1)CCNCC2)C2CCCC2